C(C)(=O)C1CCN(CC1)C1=NC=C(C=N1)CC(=O)OC(C)(C)C tert-butyl 2-[2-(4-acetylpiperidin-1-yl)pyrimidin-5-yl]acetate